C(C)(C)(C)C1=CC=C(C=C1)C=CC(OCC)OCC 1-(t-butyl)-4-(3,3-diethoxyprop-1-en-1-yl)benzene